(R)-4-chloro-5-(3-((4-(3,5-dimethyl-1-(2,2,2-trifluoroethyl)-1H-pyrazol-4-yl)-6-fluoropyridin-2-yl)oxy)pyrrolidin-1-yl)pyridazin-3(2H)-one ClC=1C(NN=CC1N1C[C@@H](CC1)OC1=NC(=CC(=C1)C=1C(=NN(C1C)CC(F)(F)F)C)F)=O